FC(C(=O)OCC)CC(C(=O)C1=CC2=CC=CC=C2C=C1)C=1SC=CC1 ethyl 2-fluoro-5-(naphthalen-2-yl)-4-(thiophen-2-yl)-5-oxopentanoate